3-(4-((1,4,5,6-tetrahydropyrimidin-2-yl)amino)piperidin-1-yl)benzamide N1C(=NCCC1)NC1CCN(CC1)C=1C=C(C(=O)N)C=CC1